ClC=1SC2=C(N1)C=C(C=C2)CN(C(=O)[C@H]2N(CCC2)S(=O)(=O)C2=CC=C(C)C=C2)C2CCC(CC2)(F)F (S)-1-(Toluene-4-sulfonyl)-pyrrolidine-2-carboxylic acid (2-chloro-benzothiazol-5-ylmethyl)-(4,4-difluoro-cyclohexyl)-amide